N1(CCC1)C=1C=NC=C(C(=O)NCC=2N=C3N(C=C(C=C3)CNCC3CCC3)C2)C1 5-(azetidine-1-yl)-N-((6-(((cyclobutylmethyl)amino)methyl)imidazo[1,2-a]pyridin-2-yl)methyl)nicotinamide